C(C)C1=CC=C(C=C1)F 1-ethanyl-4-fluorobenzene